1-(4-((7-(dimethylamino)quinazolin-4-yl)oxy)phenyl)-3-phenylurea CN(C1=CC=C2C(=NC=NC2=C1)OC1=CC=C(C=C1)NC(=O)NC1=CC=CC=C1)C